ClC=1C=C2CCN([C@H](C2=C(C1)Cl)C)C(=O)[C@H]1CN(CCO1)C=1C2=C(C=NC1)N=C(O2)NCCNC ((S)-6,8-dichloro-1-methyl-3,4-dihydroisoquinolin-2(1H)-yl)((R)-4-(2-((2-(methylamino)ethyl)amino)oxazolo[4,5-c]pyridin-7-yl)morpholin-2-yl)methanone